NC1=NC(=NN1C(C1=C(C=CC=C1F)F)=O)NC1=CC=C(C=C1)S(=O)(=O)N1CCN(CC1)CC=1C=C(C=CC1)N1C(NC(CC1)=O)=O 1-(3-((4-((4-((5-amino-1-(2,6-difluorobenzoyl)-1H-1,2,4-triazol-3-yl)amino)phenyl)sulfonyl)piperazin-1-yl)methyl)phenyl)dihydropyrimidine-2,4(1H,3H)-dione